4-(2-((1s,3s)-adamantan-1-yl)acetyl)-1-(3-(4-chloro-3-ethyl-1H-pyrrolo[2,3-b]pyridin-5-yl)phenyl)piperazin-2-one C12(CC3CC(CC(C1)C3)C2)CC(=O)N2CC(N(CC2)C2=CC(=CC=C2)C=2C(=C3C(=NC2)NC=C3CC)Cl)=O